2-methyl-5-(4,4,5,5-tetramethyl-1,3,2-dioxaborolan-2-yl)-1H-pyrrolo[2,3-b]pyridine CC1=CC=2C(=NC=C(C2)B2OC(C(O2)(C)C)(C)C)N1